Tert-butyl 4-(4-bromophenyl)-3-oxopiperazine-1-carboxylate Copper (I) iodide [Cu]I.BrC1=CC=C(C=C1)N1C(CN(CC1)C(=O)OC(C)(C)C)=O